C(CCC)N(CCCCC)C(CC)O N-butyl-(N-pentyl)aminopropanol